ClN1C(N(C(N(C1=O)Cl)=O)Cl)=O 1,3,5-TRICHLORO-1,3,5-TRIAZINE-2,4,6(1H,3H,5H)-TRIONE